CC1=CC=C(C=C1)COCCCCCCC 1-methyl-4-(heptyloxymethyl)benzene